(6-chloropyridin-3-yl)-2-(methoxymethyl)tetrahydro-2H-pyran-4-ol ClC1=CC=C(C=N1)C1(OCCC(C1)O)COC